(2R,4R)-N-(4-tert-butylphenyl)-N-[2-(cyclohexylamino)-2-oxo-1-(3-pyridyl)ethyl]-4-fluoro-pyrrolidine-2-carboxamide C(C)(C)(C)C1=CC=C(C=C1)N(C(=O)[C@@H]1NC[C@@H](C1)F)C(C(=O)NC1CCCCC1)C=1C=NC=CC1